8,8'-(((1-hydroxy-cyclobutyl)methyl)-azanediyl)bis(N,N-didecyloctanamide) OC1(CCC1)CN(CCCCCCCC(=O)N(CCCCCCCCCC)CCCCCCCCCC)CCCCCCCC(=O)N(CCCCCCCCCC)CCCCCCCCCC